(4-(4-amino-7-(1-isobutyrylpiperidin-4-yl)pyrrolo[2,1-f][1,2,4]triazin-5-yl)-3-fluorophenyl)-2-oxo-1-(pyridin-2-yl)-1,2,4,5,6,7-hexahydropyrazolo[1,5-a]pyridine-3-carboxamide NC1=NC=NN2C1=C(C=C2C2CCN(CC2)C(C(C)C)=O)C2=C(C=C(C=C2)C2C=1N(CCC2)N(C(C1C(=O)N)=O)C1=NC=CC=C1)F